(S)-2-hydroxy-1-(2-iminothiazoline-3-yl)-2-phenylethane O[C@H](CN1C(SC=C1)=N)C1=CC=CC=C1